CC(=O)N[C@@H](CCSC)C(=O)O The molecule is an L-methionine derivative that is L-methionine in which one of the amine hydrogens is substituted by an acetyl group. It has a role as a nutraceutical. It is a N-acetyl-L-amino acid, a L-methionine derivative and a N-acetylmethionine. It is a conjugate acid of a N-acetyl-L-methionine(1-). It is an enantiomer of a N-acetyl-D-methionine.